1,1-Diphenylallyl alcohol C1(=CC=CC=C1)C(C=C)(C1=CC=CC=C1)O